5,6-dihydrothieno[3,2-c]pyridine S1C=CC2=CNCC=C21